(((((2R,3S,4R,5R)-5-(2-Chloro-6-((4-ethynylbenzyl)(propyl)amino)-9H-purin-9-yl)-3,4-dihydroxytetrahydrofuran-2-yl)methoxy)(hydroxy)phosphoryl)methyl)phosphonic acid ClC1=NC(=C2N=CN(C2=N1)[C@H]1[C@@H]([C@@H]([C@H](O1)COP(=O)(O)CP(O)(O)=O)O)O)N(CCC)CC1=CC=C(C=C1)C#C